O=C1CCN(CC1)C1=CC=C(OC2C(NC(CC2)=O)=O)C=C1 3-(4-(4-oxopiperidin-1-yl)phenoxy)piperidine-2,6-dione